(2S)-3-Hydroxy-2-{4-[(2-methylpentyl)oxy]phenyl}-N-[(1R)-1-phenylpropyl]propenamide OC=C(C(=O)N[C@H](CC)C1=CC=CC=C1)C1=CC=C(C=C1)OC[C@H](CCC)C